2-oxo-3-(4-(trifluoromethyl)thieno[2,3-d]pyrimidin-2-yl)imidazolidine-1-carboxylic acid tertiary Butyl ester C(C)(C)(C)OC(=O)N1C(N(CC1)C=1N=C(C2=C(N1)SC=C2)C(F)(F)F)=O